C(C)(C)(C)OC(=O)N1CCC(CC1)CN1C(CN(CC1)CC(=O)OCC1=CC=CC=C1)=O 4-[[4-(2-benzyloxy-2-oxo-ethyl)-2-oxo-piperazin-1-yl]methyl]piperidine-1-carboxylic acid tert-butyl ester